(4-(2-(((4R,7R)-1-oxaspiro[3.5]nonan-7-yl)amino)-5-chloropyrido[4,3-d]pyrimidin-8-yl)phenyl)(morpholinyl)methanone O1CCC12CCC(CC2)NC=2N=CC1=C(N2)C(=CN=C1Cl)C1=CC=C(C=C1)C(=O)N1CCOCC1